C(C)(=O)C1(N=C(C2(N=CN=C2N1C(C)=O)C(C)=O)Cl)Cl 2,3,5-triacetyl-2,6-dichloropurine